α,α-dimethyl-4-[2-oxo-9-(3-quinolinyl)-2H-[1,3]oxazino[5,4-c]quinolin-1(4H)-yl]-benzeneacetonitrile CC(C#N)(C1=CC=C(C=C1)N1C(OCC=2C=NC=3C=CC(=CC3C21)C=2C=NC1=CC=CC=C1C2)=O)C